O[C@@]1(C(N(CC1)C)=O)C=1C=C(C=CC1)C=1N=C(SC1)C1=CNC2=NC=C(C=C21)C(=O)O (R)-3-(4-(3-(3-hydroxy-1-methyl-2-oxopyrrolidin-3-yl)phenyl)thiazol-2-yl)-1H-pyrrolo[2,3-b]pyridine-5-carboxylic acid